2-(6-methylpyridin-2-yl)pyrimidin-4-amine CC1=CC=CC(=N1)C1=NC=CC(=N1)N